ClC=1C(=NC(=NC1)N1CCC(CC1)C=O)NC=1C=C2C=C(C(N(C2=NC1)C(C)C)=O)OCC(=O)NC 2-((6-((5-chloro-2-(4-formylpiperidin-1-yl)pyrimidin-4-yl)amino)-1-isopropyl-2-oxo-1,2-dihydro-1,8-naphthyridin-3-yl)oxy)-N-methylacetamide